ClC=1C2=CN(N=C2C=CC1SC=1C=CC=2C(=NC=C(N2)N2C[C@@H]3[C@]([C@@H]3CC2)(C2=C(C=CC=C2)F)CN)N1)C ((1S,6R,7R)-3-(6-((4-chloro-2-methyl-2H-indazol-5-yl)thio)pyrido[2,3-b]pyrazin-2-yl)-7-(2-fluorophenyl)-3-azabicyclo[4.1.0]heptan-7-yl)methanamine